2-amino-5-(4-chlorophenyl)-4-oxo-4,5-dihydrofuran-3-yl 2-methylpropane-1-sulfonate CC(CS(=O)(=O)OC1=C(OC(C1=O)C1=CC=C(C=C1)Cl)N)C